methyl 1-((4-(trifluoromethoxy)phenyl)amino)isoquinoline-6-carboxylate FC(OC1=CC=C(C=C1)NC1=NC=CC2=CC(=CC=C12)C(=O)OC)(F)F